C(C)(C)(C)C1=CC=C(OC2CCC3(CN(C3)C(=O)C3CC(C3)(C)O)CC2)C=C1 (7-(4-(tert-Butyl)phenoxy)-2-azaspiro[3.5]nonan-2-yl)((1s,3s)-3-hydroxy-3-methylcyclobutyl)methanone